COC(C(C(=O)OC)CC1=CC(=NC=C1Br)Cl)=O 2-[(5-bromo-2-chloropyridin-4-yl)methyl]Malonic acid 1,3-dimethyl ester